N-[(1R)-1-cyclohexyl-2-[4-(3,5-dimethyl-1H-pyrazol-4-yl)anilino]-2-oxo-ethyl]-2-methyl-pyrazole-3-carboxamide C1(CCCCC1)[C@H](C(=O)NC1=CC=C(C=C1)C=1C(=NNC1C)C)NC(=O)C=1N(N=CC1)C